[S].BrC=1C=C(C(=C(C1)NN)Cl)Cl (5-bromo-2,3-dichlorophenyl)hydrazine sulfur